2-({2-[(4-chloro-2-fluorophenyl)methoxy]-3-(trifluoromethyl)-5,6,7,8-tetrahydro-1,7-naphthyridin-7-yl}methyl)-1-{[(2S)-oxetan-2-yl]methyl}-1H-1,3-benzodiazole-5-carboxylic acid ClC1=CC(=C(C=C1)COC1=NC=2CN(CCC2C=C1C(F)(F)F)CC1=NC2=C(N1C[C@H]1OCC1)C=CC(=C2)C(=O)O)F